CN1N=NC(=C1C=1C=C2C(=NC1)C1=C(N2C(C2CCOCC2)C2=NC=CC=C2OC)C(=NN1C)C(=O)OC)C methyl 6-(1,4-dimethyl-1H-1,2,3-triazol-5-yl)-4-((3-methoxypyridin-2-yl) (tetrahydro-2H-pyran-4-yl) methyl)-1-methyl-1,4-dihydropyrazolo[3',4':4,5]pyrrolo[3,2-b]pyridine-3-carboxylate